C(CCCCC)C(CCCCCCCCC)OC(=O)OCCCCCCOC(C(=O)O)COCCCCCCOC(=O)OC(CCCCCCCCC)CCCCCC 2,3-bis[6-(1-hexyldecyloxycarbonyloxy)hexyloxy]propionic acid